3-(5-(1-(cyclopropylmethyl)piperidin-4-yl)-1-oxoisoindolin-2-yl)piperidine-2,6-dione C1(CC1)CN1CCC(CC1)C=1C=C2CN(C(C2=CC1)=O)C1C(NC(CC1)=O)=O